(S)-2-((6-(tert-butyl)pyrimidin-4-yl)amino)-4-((2-((6-methylpyridin-3-yl)oxy)ethyl)(4-(5,6,7,8-tetrahydro-1,8-naphthyridin-2-yl)butyl)amino)butanoic acid C(C)(C)(C)C1=CC(=NC=N1)N[C@H](C(=O)O)CCN(CCCCC1=NC=2NCCCC2C=C1)CCOC=1C=NC(=CC1)C